3-fluoro-2-methyl-4-(4-methylpiperidin-1-yl)aniline FC=1C(=C(N)C=CC1N1CCC(CC1)C)C